NC=1C(=NC(=C(N1)F)C1=CC=C(C=C1)N1CCN(CC1)CCCC(F)F)C1=CC=C2C(NC(=NC2=C1)C)=O 7-(3-amino-6-(4-(4-(4,4-difluorobutyl)piperazin-1-yl)phenyl)-5-fluoropyrazin-2-yl)-2-methylquinazolin-4(3H)-one